N-[2-(1,6-dimethyl-1H-indol-3-yl)ethyl]-3-methyl-1-pyrrolidinesulfonamide CN1C=C(C2=CC=C(C=C12)C)CCNS(=O)(=O)N1CC(CC1)C